tert-butyl(3-(4-(2-(2,6-dioxopiperidin-3-yl)-1-oxoisoindolin-5-yl)piperazin-1-yl)propyl)carbamate C(C)(C)(C)OC(NCCCN1CCN(CC1)C=1C=C2CN(C(C2=CC1)=O)C1C(NC(CC1)=O)=O)=O